(2E,3E)-N2,N3-diphenylbutane-2,3-diimine C1(=CC=CC=C1)/N=C(\C)/C(/C)=N/C1=CC=CC=C1